(3S)-4-(2-fluoroprop-2-enoyl)-N-[2-[6-[[5-(3-fluoro-2-pyridyl)thiazol-2-yl]amino]imidazo[4,5-c]pyridin-1-yl]ethyl]morpholine-3-carboxamide FC(C(=O)N1[C@@H](COCC1)C(=O)NCCN1C=NC=2C=NC(=CC21)NC=2SC(=CN2)C2=NC=CC=C2F)=C